C1OCCC2=CC=C(C=C12)CC#N 2-(isochroman-7-yl)acetonitrile